S(C1=CC=CC=C1)C1=CC=CC=C1 thiodibenzene